2,5-octanediol CC(CCC(CCC)O)O